FC(C1=NC=C(C(=O)NC(C)C2=CC=C(C=C2)NC(OCC2=CC=C(C=C2)Cl)=O)C=C1)F 4-chlorobenzyl (4-(1-(6-(difluoromethyl)nicotinamido)ethyl)phenyl)carbamate